4-(1H-Pyrazol-1-yl)cyclohexyl-N-(4-fluorophenyl)acetamide N1(N=CC=C1)C1CCC(CC1)CC(=O)NC1=CC=C(C=C1)F